4-((2-(azetidin-1-ylmethyl)benzyl)amino)-2-fluoro-N-(thiazol-4-yl)-5-vinylbenzenesulfonamide N1(CCC1)CC1=C(CNC2=CC(=C(C=C2C=C)S(=O)(=O)NC=2N=CSC2)F)C=CC=C1